NC1=C(C=C(C(=N1)NC(C(C)(C)C)=O)S(=O)(=O)C)C=COCC N-(6-amino-5-(2-ethoxyvinyl)-3-(methylsulfonyl)pyridin-2-yl)trimethylacetamide